4-(3-fluoro-4-((4-methylpyrimidin-2-yl)oxy)phenyl)-1-methyl-1H-pyrazole-3-carboxylic acid methyl ester COC(=O)C1=NN(C=C1C1=CC(=C(C=C1)OC1=NC=CC(=N1)C)F)C